4-nitrophenyl (2-(pyrazolo[1,5-a]pyridin-3-yl)ethyl)carbamate N1=CC(=C2N1C=CC=C2)CCNC(OC2=CC=C(C=C2)[N+](=O)[O-])=O